Ethyl (E)-3-(1-(2-((2S,4R)-2-((6-bromopyridin-2-yl)carbamoyl)-4-fluoropyrrolidin-1-yl)-2-oxoethyl)-3-carbamoyl-1H-pyrazol-4-yl)acrylate BrC1=CC=CC(=N1)NC(=O)[C@H]1N(C[C@@H](C1)F)C(CN1N=C(C(=C1)/C=C/C(=O)OCC)C(N)=O)=O